5-methyl-4-oxo-7-(4-chlorophenyl)-4,7-dihydro-3H-pyrrolo[2,3-d]-pyrimidine-6-carboxylic acid ethyl ester C(C)OC(=O)C1=C(C2=C(N=CNC2=O)N1C1=CC=C(C=C1)Cl)C